C(C)(C)(C)OC(=O)N(C(OC(C)(C)C)=O)C1=NC=CC(=C1F)CC=1C=NC=C(C1C)OC1CCC(CC1)C tert-butyl N-tert-butoxycarbonyl-N-[3-fluoro-4-[[4-methyl-5-(4-methylcyclohexoxy)-3-pyridyl]methyl]-2-pyridyl]carbamate